C1=CC=CC=2C3=CC=CC=C3C(C12)COC(=O)N[C@H]1CCC2N(C1=O)[C@@H](CS2)C(=O)O (3R,6S)-6-(9H-fluoren-9-ylmethoxycarbonylamino)-5-oxo-2,3,6,7,8,8a-hexahydrothiazolo[3,2-a]pyridine-3-carboxylic acid